N-[4-fluoro-5-[2-[rac-(2R,6S)-2,6-dimethylmorpholin-4-yl]pyrimidin-4-yl]-2-[rac-(3R,5S)-3,4,5-trimethylpiperazin-1-yl]phenyl]-1-methyl-6-oxo-4-(trifluoromethyl)pyridine-3-carboxamide FC1=CC(=C(C=C1C1=NC(=NC=C1)N1C[C@H](O[C@H](C1)C)C)NC(=O)C1=CN(C(C=C1C(F)(F)F)=O)C)N1C[C@H](N([C@H](C1)C)C)C |r|